FC1(CN(C(C(O1)C)CNC1=NC=C(N=C1C)C(F)(F)F)C(=O)[O-])F 2,2-difluoro-6-methyl-5-(((3-methyl-5-(trifluoromethyl)pyrazin-2-yl)amino)methyl)morpholine-4-carboxylate